6-bromo-4-chloropyrrolo[1,2-b]pyridazine-3-carboxamide BrC=1C=C2N(N=CC(=C2Cl)C(=O)N)C1